((2,4-difluorophenyl)amino)-4-((5-ethyl-1-methyl-4-oxo-4,5-dihydro-1H-pyrrolo[3,2-c]pyridin-3-yl)amino)pyrimidine-5-carboxylic acid ethyl ester C(C)OC(=O)C=1C(=NC(=NC1)NC1=C(C=C(C=C1)F)F)NC1=CN(C2=C1C(N(C=C2)CC)=O)C